di[p-(methacryloyloxyethoxy)phenyl]dimethylmethane C(C(=C)C)(=O)OCCOC1=CC=C(C=C1)C(C)(C)C1=CC=C(C=C1)OCCOC(C(=C)C)=O